Cyclooctyl (3-(((1r,4r)-4-((5-chloro-4-(5-(cyclopropylmethyl)-1-methyl-1H-pyrazol-4-yl)pyrimidin-2-yl)amino)cyclohexyl)amino)propyl)carbamate ClC=1C(=NC(=NC1)NC1CCC(CC1)NCCCNC(OC1CCCCCCC1)=O)C=1C=NN(C1CC1CC1)C